ICCOCCOCCOC1=CC=C2C=CC(OC2=C1)=O 7-(2-(2-(2-iodoethoxy)ethoxy)ethoxy)-2H-chromen-2-one